ClC1=NC=2C(CCC(C2C=C1)=O)OC1=CC(=C(C=C1)C(F)(F)F)F 2-chloro-8-{3-fluoro-4-(trifluoromethyl)phenoxy}-7,8-dihydroquinolin-5(6H)-one